N-[4-(3-cyanophenyl)-5-[2-(hydroxymethyl)-6-methyl-4-pyridyl]thiazol-2-yl]-1,3-dimethyl-2,4-dioxo-1,3,8-triazaspiro[4.5]decane-8-carboxamide C(#N)C=1C=C(C=CC1)C=1N=C(SC1C1=CC(=NC(=C1)C)CO)NC(=O)N1CCC2(C(N(C(N2C)=O)C)=O)CC1